6-Chloro-8-(4-chloro-pyridin-3-yl)-9-(2,2,2-trifluoro-ethyl)-9H-pyrido[3,4-b]indole ClC=1C=C2C3=C(N(C2=C(C1)C=1C=NC=CC1Cl)CC(F)(F)F)C=NC=C3